1-(allylamino)-5-[(2R,4S)-4-[6,7-dimethyl-4-[3-(trifluoromethyl)-1-bicyclo[1.1.1]pentanyl]pteridin-2-yl]tetrahydropyran-2-yl]pyridin-2-one C(C=C)NN1C(C=CC(=C1)[C@@H]1OCC[C@@H](C1)C1=NC2=NC(=C(N=C2C(=N1)C12CC(C1)(C2)C(F)(F)F)C)C)=O